2-(hydroxymethyl)-2-methylpropane-1,3-diyl bis(2-methylacrylate) CC(C(=O)OCC(COC(C(=C)C)=O)(C)CO)=C